FC1(OC2=C(N(C1=O)C(C(=O)O)C)C=C(C(=C2)F)C2=C(C(=C(C(=C2F)F)F)F)F)F 2-[2,2,7-trifluoro-3-oxo-6-(2,3,4,5,6-pentafluorophenyl)-1,4-benzoxazin-4-yl]propanoic acid